2-hydroxy-6-[2-(4-hydroxyphenyl)ethyl]benzoic acid OC1=C(C(=O)O)C(=CC=C1)CCC1=CC=C(C=C1)O